tert-butyl 6-[8-[1,3-benzothiazol-2-yl(2-trimethylsilylethoxymethyl)carbamoyl]-3,4-dihydro-1H-2,7-naphthyridin-2-yl]-3-bromo-pyridine-2-carboxylate S1C(=NC2=C1C=CC=C2)N(C(=O)C=2N=CC=C1CCN(CC21)C2=CC=C(C(=N2)C(=O)OC(C)(C)C)Br)COCC[Si](C)(C)C